ClC1=NC(=CC=C1C(=O)NC1=C(C=NN1)C)C(F)(F)F 2-chloro-N-(4-methyl-1H-pyrazol-5-yl)-6-(trifluoromethyl)pyridine-3-carboxamide